ClC=1C=C(C=CC1)CCN1[C@H](C[C@@H](C1)COC1=CC=C(C=C1)S(=O)(=O)C)C (2S,4S)-1-(3-chlorophenyl-ethyl)-2-methyl-4-((4-(methylsulfonyl)phenoxy)methyl)pyrrolidine